N-(4-bromo-2-cyanophenyl)-2,2,2-trifluoro-N-methylacetamide BrC1=CC(=C(C=C1)N(C(C(F)(F)F)=O)C)C#N